2-(3,5-dichlorophenyl)-1,3-benzoxazole-6-carbonyl chloride ClC=1C=C(C=C(C1)Cl)C=1OC2=C(N1)C=CC(=C2)C(=O)Cl